[Ho].C(CC)OC(=O)C1(CCC(CC1)(OCCC)OCCC)N n-propyl-1-amino-4,4-dipropoxycyclohexanecarboxylate Holmium